(R)-2-(7-(1-ethylpiperidin-3-yl)-7H-imidazo[4,5-c]pyridazin-3-yl)-3-methyl-5-(trifluoromethyl)phenol C(C)N1C[C@@H](CCC1)N1C=NC2=C1N=NC(=C2)C2=C(C=C(C=C2C)C(F)(F)F)O